3-[5-(1,3-dioxan-2-yl)pyridin-2-yl]-2-methoxyaniline O1C(OCCC1)C=1C=CC(=NC1)C=1C(=C(N)C=CC1)OC